CC=1C=C(OC=2C=C(COC3=C(C#N)C=CC=C3)C=CC2)C=CC1[N+](=O)[O-] 2-((3-(3-methyl-4-nitrophenoxy)benzyl)oxy)benzonitrile